CC1=NNC(=C1)CC(=O)O 2-(3-methyl-1H-pyrazol-5-yl)acetic acid